COC=1C=C2C(=NC(N(C2=CC1)[2H])C)N 6-methoxy-2-methyl-quinazolin-4-amine-1-d